(4-(3,4-difluoro-2-(trifluoromethyl)phenyl)piperidin-1-yl)(6-(2-methoxyethyl)-4,5,6,7-tetrahydro-1H-pyrazolo[3,4-c]pyridin-3-yl)methanone FC=1C(=C(C=CC1F)C1CCN(CC1)C(=O)C1=NNC=2CN(CCC21)CCOC)C(F)(F)F